1-[8-chloro-6-(1-methylpyrazol-4-yl)-3-isoquinolinyl]3-isopropyl-urea ClC=1C=C(C=C2C=C(N=CC12)NC(=O)NC(C)C)C=1C=NN(C1)C